FC(C=O)(CCC1=NC=2NCCCC2C=C1)F 2,2-difluoro-4-(5,6,7,8-tetrahydro-1,8-naphthyridin-2-yl)butyraldehyde